ClC1=CC=C(C=C1)C=1C=C(C(N(N1)C=1C=NC=CC1)=O)C(=O)N[C@H]1[C@@H](C(CCC1)(F)F)O 6-(4-Chlorophenyl)-N-[(trans)-3,3-difluoro-2-hydroxycyclohexyl]-3-oxo-2-(pyridin-3-yl)-2,3-dihydropyridazine-4-carboxamide